8-chloro-2-(2-(5-nitrofuran-2-yl)vinyl)quinoxaline ClC=1C=CC=C2N=CC(=NC12)C=CC=1OC(=CC1)[N+](=O)[O-]